(8R,9R,10S)-9-(4-bromophenyl)-3-(dimethylamino)-N-(4-methoxyphenyl)-10-((trityloxy)methyl)-1,6-diazabicyclo[6.2.0]decane-6-carboxamide BrC1=CC=C(C=C1)[C@@H]1[C@@H]2CN(CCC(CN2[C@@H]1COC(C1=CC=CC=C1)(C1=CC=CC=C1)C1=CC=CC=C1)N(C)C)C(=O)NC1=CC=C(C=C1)OC